FC1=C2C=C(C=3N(C2=C(C=C1)O)C=CN3)C(=O)N 6-fluoro-9-hydroxyimidazo[1,2-a]quinoline-4-carboxamide